C(#N)C=1C(=CSC1)OC(CC)=O (4-cyano-3-thienyl)propanoate